(5R)-8-chloro-N-methyl-1-[trans-4-(pyridin-2-yloxy)cyclohexyl]-5,6-dihydro-4H-[1,2,4]triazolo[4,3-a]benzazepin-5-amine ClC=1C=CC2=C(C[C@H](CC=3N2C(=NN3)[C@@H]3CC[C@H](CC3)OC3=NC=CC=C3)NC)C1